[N+](=O)([O-])C1=CC=C(C=C1)C1=CC=CS1 5-(4-nitrophenyl)thiophene